((2-(2,6-dioxopiperidin-3-yl)-1,3-dioxoisoindolin-4-yl)methyl)-3,4-dihydroxybenzamide O=C1NC(CCC1N1C(C2=CC=CC(=C2C1=O)CC1=C(C(=O)N)C=CC(=C1O)O)=O)=O